(1S,4s)-4-((5-(1-((R)-2-fluoropropyl)-1H-benzo[d][1,2,3]triazol-6-yl)-4-methoxypyrrolo[2,1-f][1,2,4]triazin-2-yl)amino)-1-methylcyclohexan-1-ol F[C@@H](CN1N=NC2=C1C=C(C=C2)C=2C=CN1N=C(N=C(C12)OC)NC1CCC(CC1)(O)C)C